4-(1-((1s,3R)-3-(dimethylamino)cyclobutyl)-1H-pyrazol-4-yl)-7-isopropoxy-1-(((S)-5-oxopyrrolidin-2-yl)methoxy)isoquinoline-6-carboxamide CN(C1CC(C1)N1N=CC(=C1)C1=CN=C(C2=CC(=C(C=C12)C(=O)N)OC(C)C)OC[C@H]1NC(CC1)=O)C